CC(/C=C/C1=CC=C(C=C1)O)CCC=C(C)C (E)-4-(3,7-Dimethylocta-1,6-dienyl)phenol